N-[3-[2-(difluoromethoxy)-5-[1-[(4-hydroxy-1-methyl-azepan-4-yl)methyl]pyrazol-4-yl]oxy-phenyl]-1-methyl-pyrazol-4-yl]pyrazolo[1,5-a]pyrimidine-3-carboxamide FC(OC1=C(C=C(C=C1)OC=1C=NN(C1)CC1(CCN(CCC1)C)O)C1=NN(C=C1NC(=O)C=1C=NN2C1N=CC=C2)C)F